ClC1=C(C=CC(=C1)C=1C=C2C=CN(C2=CC1)C1=CC(=C(C=C1)F)O)O 2-Chloro-4-(1-(4-fluoro-3-hydroxyphenyl)-1H-indol-5-yl)phenol